racemic-1-(5-(1-(2,6-dichlorophenyl)azetidin-3-yl)-2,3-dihydro-1H-inden-1-yl)piperidine ClC1=C(C(=CC=C1)Cl)N1CC(C1)C=1C=C2CC[C@H](C2=CC1)N1CCCCC1 |r|